α-phenyl-o-cresol C1=CC=C(C=C1)CC2=CC=CC=C2O